(Z)-3-amino-N-benzyl-N-methylbut-2-enamide N\C(=C/C(=O)N(C)CC1=CC=CC=C1)\C